IC1=C(C(=C(C(=C1[2H])[2H])[2H])[2H])C=1C(=CC=CC1)[2H] 2-iodo-1,1'-biphenyl-d5